FC(C(=O)[O-])(F)F.NC(=O)C1=CC=CC2=CN(N=C12)C=1C=C2CC[NH2+]CC2=CC1 6-[7-(aminocarbonyl)-2H-indazol-2-yl]-1,2,3,4-tetrahydroisoquinolinium trifluoroacetate